C1(=CC=CC2=CC=CC=C12)CN1CCSCC1 4-(naphthalen-1-ylmethyl)thiomorpholine